(3S)-hexahydropyridazine-3-carboxylic acid methyl ester hydrochloride Cl.COC(=O)[C@H]1NNCCC1